C(C)N(C1=C(C=C2C(=N1)COC2)C(=O)OC)CC methyl 2-(diethylamino)-5,7-dihydrofuro[3,4-b]pyridine-3-carboxylate